C(C)(C)OC=1C=CC=C2C(=NC(=NC12)O)O 8-isopropoxyquinazoline-2,4-diol